NC(C(=O)NS(=O)(=O)C=1C(=C(C(=CC1CCCCC)O)C1CCCC(=C1)C)O)C 2-amino-N-((2,6-dihydroxy-5'-methyl-4-pentyl-1',2',3',4'-tetrahydro-[1,1'-biphenyl]-3-yl)sulfonyl)propanamide